O=C1NC(CCC1C1=CC=C(C=C1)NC(CCCCNC(OC(C)(C)C)=O)=O)=O tert-butyl (5-((4-(2,6-dioxopiperidin-3-yl)phenyl)amino)-5-oxopentyl)carbamate